COC(=O)C=1C=C2C=CC(=NC2=CC1)C1=CCC2(OCCO2)CC1 2-(1,4-Dioxaspiro[4.5]dec-7-en-8-yl)quinoline-6-carboxylic acid methyl ester